tri-n-butylmethylammonium bis(trifluoromethanesulfonyl)imide salt [N-](S(=O)(=O)C(F)(F)F)S(=O)(=O)C(F)(F)F.C(CCC)[N+](C)(CCCC)CCCC